C1(CC1)C1=NOC(=N1)C12OCC(CC1)(CC2)CN(C(=O)C21CC(C2)(C1)F)C1=CC(=CC=C1)C1=CC(=NC=C1)OC N-((1-(3-cyclopropyl-1,2,4-oxadiazol-5-yl)-2-oxabicyclo[2.2.2]octan-4-yl)methyl)-3-fluoro-N-(3-(2-methoxypyridin-4-yl)phenyl)bicyclo[1.1.1]pentane-1-carboxamide